4-(4-((1R,5S)-3,8-diazabicyclo[3.2.1]octan-3-yl)-6-chloro-2-(3-(3,3-difluoropyrrolidin-1-yl)propoxy)-8-fluoroquinazolin-7-yl)naphthalen-2-ol [C@H]12CN(C[C@H](CC1)N2)C2=NC(=NC1=C(C(=C(C=C21)Cl)C2=CC(=CC1=CC=CC=C21)O)F)OCCCN2CC(CC2)(F)F